C(CCCCCCCCCCCCC)N1C(=C(C(C2=C(C=C(C=C12)OC)O)=O)OC)C1=CC(=C(C=C1)O)OC N-tetradecyl-2-(3-methoxy-4-hydroxyphenyl)-3,7-dimethoxy-5-hydroxyquinolin-4-one